[Cl-].C(=O)(O)C1C(CCC2=CC=C(C=C12)OC1=C(C=CC=C1)C1=C(C(=CC=C1)F)F)[NH3+] carboxy-7-((2',3'-difluoro-[1,1'-biphenyl]-2-yl)oxy)-1,2,3,4-tetrahydronaphthalene-2-aminium chloride